9-[(3S)-tetrahydrofuran-3-yl]-8-(2,4,6-trifluoroanilino)purin O1C[C@H](CC1)N1C2=NC=NC=C2N=C1NC1=C(C=C(C=C1F)F)F